CN1CC2=CC=CC=C2C1=O 2-methyl-3-oxo-2,3-dihydro-1H-isoindol